ethyl 3-[6-(6-propoxy-pyridin-2-yl)-chroman-2-yl]-propionate C(CC)OC1=CC=CC(=N1)C=1C=C2CCC(OC2=CC1)CCC(=O)OCC